Cl.FC(OC1=CC=C(C=C1)C=1C=CC2=C(NC(O2)=O)C1)(F)F 5-[4-(trifluoromethoxy)phenyl]-1,3-benzoxazol-2-one hydrochloride